C(C)C1(CC1)C(=O)OC=1C=C2C(=C(C(NC2=CN1)=O)C#N)N1CCC(CC1)(C)OC 1-(3-cyano-4-(4-methoxy-4-methylpiperidin-1-yl)-2-oxo-1,2-dihydro-1,7-naphthyridin-6-yl) ethylcyclopropanecarboxylate